ClC1=NC=CC(=N1)N1C(N(C2=C1C=CC=C2)CC=C(C)C)=O 1-(2-chloropyrimidin-4-yl)-3-(3-methylbut-2-enyl)-1H-benzo[d]imidazol-2(3H)-one